ClC=1C(=CC2=C(N(C(N=C2N2[C@H](CN(CC2)S(=O)(=O)C2=C(C(=C(C(=C2C(F)(F)F)F)F)F)F)C)=O)C=2C(=NC=CC2C)C(C)C)N1)F 7-chloro-6-fluoro-1-(2-isopropyl-4-methyl-3-pyridyl)-4-[(2S)-2-methyl-4-[2,3,4,5-tetrafluoro-6-(trifluoromethyl)phenyl]sulfonyl-piperazin-1-yl]pyrido[2,3-d]pyrimidin-2-one